(2'-aminobiphenyl-2-yl)(chloro)palladium NC1=C(C=CC=C1)C1=C(C=CC=C1)[Pd]Cl